C(C)(C)(C)OC(N(CCNS(=O)(=O)CC1=CC=C(C=C1)[N+](=O)[O-])C)=O Methyl-(2-(N-(4-nitrophenyl)methylsulfonylamino)ethyl)carbamic acid tert-butyl ester